1-(tetrahydro-2H-pyran-2-yl)-3-(2-(1-(trifluoromethyl)cyclopropyl)ethoxy)-1H-pyrazole-4-carboxylic acid ethyl ester C(C)OC(=O)C=1C(=NN(C1)C1OCCCC1)OCCC1(CC1)C(F)(F)F